CC1=C(C=C2CCC3(CN(CC3)C(=O)OC(C)(C)C)NC2=N1)C=1C=NN(C1)C tert-butyl 7-methyl-6-(1-methyl-1H-pyrazol-4-yl)-3,4-dihydro-1H-spiro[1,8-naphthyridine-2,3'-pyrrolidine]-1'-carboxylate